4-ethyl-1-(7-fluoro-4-(prop-1-en-2-yl)-2-(o-tolyl)quinolin-6-yl)-3-(hydroxymethyl)-1H-1,2,4-triazol-5(4H)-one C(C)N1C(=NN(C1=O)C=1C=C2C(=CC(=NC2=CC1F)C1=C(C=CC=C1)C)C(=C)C)CO